(4-(4-methoxybenzyl)-2-(o-tolyl)piperazin-1-yl)-7-azaspiro[3.5]nonane COC1=CC=C(CN2CC(N(CC2)C2CCC23CCNCC3)C3=C(C=CC=C3)C)C=C1